N-(2-hydroxy-2-methylpropyl)thiazole-2-carboxamide OC(CNC(=O)C=1SC=CN1)(C)C